N-(Bis(2,6-dimethoxyphenyl)phosphanyl)-2,7-bis(2,4,4-trimethylpentan-2-yl)-9H-carbazole-9-carboxamide COC1=C(C(=CC=C1)OC)P(NC(=O)N1C2=CC(=CC=C2C=2C=CC(=CC12)C(C)(CC(C)(C)C)C)C(C)(CC(C)(C)C)C)C1=C(C=CC=C1OC)OC